C(C)[C@H](CN1C=CC2=C1N=C(N=C2)NC=2C=NN(C2)CC(=O)O[C@@H]2C[C@H](N(C2)C)C(=O)O)C(C)C (2S,4R)-4-(2-(4-((7-((S)-2-ethyl-3-methylbutyl)-7H-pyrrolo[2,3-d]pyrimidin-2-yl)amino)-1H-pyrazol-1-yl)acetoxy)-1-methylpyrrolidine-2-carboxylic acid